COCC(CN)OCC=C 3-methoxy-2-prop-2-enoxypropan-1-amine